(1R)-3-{p-[(Carbamoylmethyl)aminocarbonyloxy]phenyl}dispiro[cyclohexane-1,3'-[1,2,4]trioxolane-5',2''-tricyclo[3.3.1.13,7]decane] C(N)(=O)CNC(=O)OC1=CC=C(C=C1)C1C[C@]2(OOC3(C4CC5CC(CC3C5)C4)O2)CCC1